C(C=C)SC(C(=O)C1=CC(=CC=C1)Cl)C 2-allylthio-1-(3-chlorophenyl)propan-1-one